C(C)OC(=O)C1=CC(=C(N1C)CNCCNC1=NC=CC2=CC=C(C=C12)C1=NOC(=N1)C)C(=O)O 5-(ethoxycarbonyl)-1-methyl-2-{[(2-{[7-(5-methyl-1,2,4-oxadiazol-3-yl)isoquinolin-1-yl]amino}-ethyl)amino]methyl}-1H-pyrrole-3-carboxylic acid